N1C=CC=2C1=NC(=CC2)C=2N=NN(C2)CC2=CC=CS2 5-[[4-(1H-pyrrolo[2,3-b]pyridin-6-yl)triazol-1-yl]methyl]thiophen